4,4'-methylenebis(phenyl-urea) C(C1=CC=C(C=C1)NC(=O)N)C1=CC=C(C=C1)NC(=O)N